C(CCC)N(C(CCCCCCCCCCC)=O)CCCC N,N-dibutyl-lauramide